NCCCCCCNCCC[Si](OC)(OC)OC gamma-(6-aminohexyl)aminopropyltrimethoxysilane